(+)-2-methylbutanoic acid CC[C@H](C)C(=O)O